CC1CN(CC(N1)C)C=1C2=C(N=CN1)NC(=C2)C2=CC=C(C=C2)O[C@@H](C)C2=CC=CC=C2 4-(3,5-dimethylpiperazin-1-yl)-6-(4-((S)-1-phenylethoxy)phenyl)-7H-pyrrolo[2,3-d]pyrimidine